C(#N)CCO[C@@](C(CO)CCCCN)(O)PN(C(C)C)C(C)C (E)-cyanoethoxydiisopropylaminophosphino-(R)-2-(4-aminobutyl)-1,3-propanediol